(2-cyano-4-(N-isobutylphenylsulfonamido)phenyl)piperazine-1-carboxylic acid ethyl ester C(C)OC(=O)N1C(CNCC1)C1=C(C=C(C=C1)N(S(=O)(=O)C1=CC=CC=C1)CC(C)C)C#N